5,5-Diaminophenylethanol sulfate S(=O)(=O)(O)OC(C)C=1C=CCC(C1)(N)N